C(N)(=N)N1CCC(CC1)CNC(C1=C(C=C(C=C1)NC=1C=2N(C=CN1)C(=CN2)C2=CC(=C(C=C2)OC)F)Cl)=O N-[(1-carbamimidoylpiperidin-4-yl)methyl]-2-chloro-4-[[3-(3-fluoro-4-methoxyphenyl)imidazo[1,2-a]pyrazin-8-yl]amino]benzamide